CN(C/C=C/C(=O)NC1=C(C=C(C(=C1)NC1=NC=NC(=C1)N1OCC[C@@H]1C=1C=C(C=CC1)C1=CC(=CC=C1)F)OC)F)C (R,E)-4-(dimethyl-amino)-N-(2-fluoro-5-((6-(3-(3'-fluoro-[1,1'-biphenyl]-3-yl)isoxazolidin-2-yl)pyrimidin-4-yl)amino)-4-methoxyphenyl)but-2-enamide